(2R)-oxetan-2-yl-methanol O1[C@H](CC1)CO